3-(3-ethylsulfonyl-2-pyridyl)-8-(2,2,3,3,3-pentafluoropropoxy)imidazo[1,5-a]pyridine C(C)S(=O)(=O)C=1C(=NC=CC1)C1=NC=C2N1C=CC=C2OCC(C(F)(F)F)(F)F